ClC1=NC=C(C(=N1)NC=1C=C2C=C(C(N(C2=C(C1)OCCC[C@H]1CNC[C@H](C1(F)F)C)C)=O)OCC(=O)NC)Cl 2-[[6-[(2,5-dichloropyrimidin-4-yl)amino]-8-[3-[(3S,5R)-4,4-difluoro-5-methyl-3-piperidyl]propoxy]-1-methyl-2-oxo-3-quinolyl]oxy]-N-methyl-acetamide